CN1N=CC(=C1)C=1C=C2C(=NC=NN2C1)N1C[C@@H]2CCC(C1)N2C2CC(C2)C#N (1S,3s)-3-(3-(6-(1-methyl-1H-pyrazol-4-yl)pyrrolo[2,1-f][1,2,4]triazin-4-yl)-3,8-diazabicyclo[3.2.1]octan-8-yl)cyclobutane-1-carbonitrile